O\N=C\1/C(CCC2=CC=C(C=C12)C1=CC(=CC=C1)O)=O (1Z)-1-(hydroxyimino)-7-(3-hydroxyphenyl)-1,2,3,4-tetrahydronaphthalen-2-one